CN(C)[Hf](C1C=CC=C1)(N(C)C)N(C)C tris(dimethylamino)cyclopentadienylhafnium